N-(4-(2-(((1r,4r)-4-(dimethylamino)cyclohexyl)amino)-8-isopropyl-7-oxo-7,8-dihydropyrido[2,3-d]pyrimidin-6-yl)2,6-difluorophenyl)-3,3,3-trifluoropropane-1-sulfonamide CN(C1CCC(CC1)NC=1N=CC2=C(N1)N(C(C(=C2)C2=CC(=C(C(=C2)F)NS(=O)(=O)CCC(F)(F)F)F)=O)C(C)C)C